CS(=O)(=O)CC(=O)C1=CC(=CC=C1)Cl 2-methanesulfonyl-1-(3-chlorophenyl)ethanone